CC(C)(C)[S@](=O)N[C@H](C)C=1C=NC(=NC1)C (S)-2-Methyl-N-((R)-1-(2-methylpyrimidin-5-yl)ethyl)propane-2-sulfinamide